(3R)-N-[6-[4-((3R,4R)-4-fluoro-3-methyl-tetrahydrofuran-3-yl)piperazin-1-yl]-7-methyl-3-isoquinolyl]-5,5-dimethyl-tetrahydrofuran-3-carboxamide F[C@@H]1[C@](COC1)(C)N1CCN(CC1)C=1C=C2C=C(N=CC2=CC1C)NC(=O)[C@H]1COC(C1)(C)C